(S)-N-(1-(6-(6-(Difluoromethyl)imidazo[1,2-b]pyridazin-3-yl)pyrimidin-4-yl)piperidin-3-yl)azetidine-3-sulfonamide FC(C=1C=CC=2N(N1)C(=CN2)C2=CC(=NC=N2)N2C[C@H](CCC2)NS(=O)(=O)C2CNC2)F